O=CNCC(NCC(NCC(NC(C(=O)O)CSC(C1=CC=CC=C1)(C1=CC=CC=C1)C1=CC=CC=C1)=O)=O)=O 1,4,7,10-tetraoxo-12-((tritylthio)methyl)-2,5,8,11-tetraazatridecane-13-oic acid